P(OC)(OC)(OC)=S Phosphorothioic acid, O,O,O-trimethyl ester